C(C)(C)(C)C1CCC(CC1)C(C(=O)NCC=1C=C2CN(C(C2=CC1)=O)C1C(NC(CC1)=O)=O)=O 2-(4-(tert-butyl)cyclohexyl)-N-((2-(2,6-dioxopiperidin-3-yl)-1-oxoisoindolin-5-yl)-methyl)-2-oxoacetamide